[Cl-].OC1=C(C=C(C=C1)/C=C/C(/C=C/C1=CC(=C(C=C1)C1=C(OC(C[N+](C)(C)C)=O)C=CC=C1)OC)=O)OC 2-(4-((1E,4E)-5-(4-hydroxy-3-methoxyphenyl)-3-oxopenta-1,4-dien-1-yl)-2-methoxylPhenylphenoxy)-N,N,N-trimethyl-2-oxoethyl-ammonium chloride